C(#N)C1=CNC2=C(C=CC(=C12)F)NS(=O)(=O)C=1C=NN(C1)CC(C)(C)O N-(3-cyano-4-fluoro-1H-indol-7-yl)-1-(2-hydroxy-2-methyl-propyl)pyrazole-4-sulfonamide